2-cyclopropyl-4-(3-(trifluoromethyl)-7,8-dihydro-1,6-naphthyridin-6(5H)-yl)-5,6,7,8-tetrahydroquinazoline C1(CC1)C1=NC=2CCCCC2C(=N1)N1CC=2C=C(C=NC2CC1)C(F)(F)F